5-(5-(4-(1H-1,2,3-Triazol-5-yl)piperidin-1-yl)-1,3,4-oxadiazol-2-yl)-N-(5-bromo-2,3-dihydro-1H-inden-2-yl)-4-chloropyridin-2-amine N1N=NC=C1C1CCN(CC1)C1=NN=C(O1)C=1C(=CC(=NC1)NC1CC2=CC=C(C=C2C1)Br)Cl